2-[3-(6-bromo-2-pyridyl)imidazo[1,2-b]pyridazin-7-yl]propan-2-ol BrC1=CC=CC(=N1)C1=CN=C2N1N=CC(=C2)C(C)(C)O